7-hydroxy-2-(methoxymethyl)-2-methyl-8-(3-methylcyclohex-2-en-1-yl)-5-pentyl-4H-benzo[d][1,3]dioxin-4-one OC=1C=C(C2=C(OC(OC2=O)(C)COC)C1C1C=C(CCC1)C)CCCCC